methyl (S or R)-2-((2-amino-6-(3-methylimidazo[1,5-a]pyridin-6-yl)pyrimidin-4-yl)amino)-3-(2,3-dichlorophenyl)propanoate NC1=NC(=CC(=N1)N[C@H](C(=O)OC)CC1=C(C(=CC=C1)Cl)Cl)C=1C=CC=2N(C1)C(=NC2)C |o1:8|